N-(4-{(2R,4R,6S)-4-{[(4,5-diphenyl-1,3-oxazol-2-yl)sulfanyl]methyl}-6-[4-(hydroxymethyl)phenyl]-1,3-dioxan-2-yl}phenyl)-N'-hydroxyoctanediamide C1(=CC=CC=C1)C=1N=C(OC1C1=CC=CC=C1)SC[C@@H]1O[C@@H](O[C@@H](C1)C1=CC=C(C=C1)CO)C1=CC=C(C=C1)NC(CCCCCCC(=O)NO)=O